C1(=CC(=CC=C1)CC=1N=C(OC1C)C1=CC=C(C=C1)OC)C1=CC=CC=C1 4-([1,1'-biphenyl]-3-ylmethyl)-2-(4-methoxyphenyl)-5-methyloxazole